sodium sulphoricinoleate S(=O)(=O)(O)C(C(=O)[O-])CCCCCC\C=C/C[C@H](O)CCCCCC.[Na+]